1-(1-([1,3'-biazetidin]-3-yl)pyrrolidin-3-yl)-3-(4-phenoxyphenyl)-1H-pyrazolo[3,4-d]pyrimidin-4-amine trifluoroacetate FC(C(=O)O)(F)F.N1(CC(C1)N1CC(CC1)N1N=C(C=2C1=NC=NC2N)C2=CC=C(C=C2)OC2=CC=CC=C2)C2CNC2